1-methyl-N-phenyl-1H-pyrazole-3-carboxamide CN1N=C(C=C1)C(=O)NC1=CC=CC=C1